O1C(=CC=C1)S(=O)(N)=N furan-2-sulfonimidamide